C(C)N1C(C(=C(C(=C1)C)[O-])NC(N[C@@H](CC(=O)[O-])C=1C=C(C=CC1)C1=CC=C(C=C1)C)=O)=O.[Na+].[Na+] Natrium (S)-3-(3-(1-Ethyl-5-methyl-4-oxido-2-oxo-1,2-dihydropyridin-3-yl)ureido)-3-(4'-methylbiphenyl-3-yl)propanoat